[(1S,3R)-3-[5-(benzyloxycarbonylamino)-1-tert-butyl-pyrazol-3-yl]cyclopentyl](4-nitrophenyl) carbonate C(OC1=C(C=C(C=C1)[N+](=O)[O-])[C@@H]1C[C@@H](CC1)C1=NN(C(=C1)NC(=O)OCC1=CC=CC=C1)C(C)(C)C)([O-])=O